C1(CC1)C(=O)NC1=NN2C(C=C(C=C2)C2=C(C=NN2C)OC[C@H]2C3(CC3)CN2C(=O)OC(C)(C)C)=C1 |r| (rac)-tert-Butyl 4-(((5-(2-(cyclopropanecarboxamido)pyrazolo[1,5-a]pyridin-5-yl)-1-methyl-1H-pyrazol-4-yl)oxy)methyl)-5-azaspiro[2.3]hexane-5-carboxylate